3-(2-(2,6-dioxopiperidin-3-yl)-1-oxoisoindolin-4-yl)propanoic acid O=C1NC(CCC1N1C(C2=CC=CC(=C2C1)CCC(=O)O)=O)=O